FC1=C(C(=C2C=CNC2=C1)CO)OC1=CC(=NC=C1)C(N)=S 4-((6-fluoro-4-(hydroxymethyl)-1H-indol-5-yl)oxy)pyridine-2-carbothioamide